BrC1=CC=C(C=C1)[C@H](C)NC(=O)[C@H]1NC[C@@H](C1)O (2S,4R)-N-((S)-1-(4-bromophenyl)ethyl)-4-hydroxypyrrolidine-2-carboxamide